FC1=C(C=CC=C1)OC(=O)C1=NNC(C=C1)=O.C(C)OC(CC(=O)NC=1C=C(C=CC1)N1C=C(C=CC1=O)C(=O)OCC)OCC ethyl 1-[3-(2,2-diethoxyethylcarbonylamino)phenyl]-6-oxo-pyridine-3-carboxylate (2-fluorophenyl)-6-oxo-1,6-dihydropyridazine-3-carboxylate